(R)-5-(4-cyclopropyl-1H-imidazol-1-yl)-2-fluoro-N-(6-(5-(methoxymethyl)-6,7-dihydro-5H-pyrrolo[2,1-c][1,2,4]triazol-3-yl)pyridin-2-yl)thiophene-3-carboxamide C1(CC1)C=1N=CN(C1)C1=CC(=C(S1)F)C(=O)NC1=NC(=CC=C1)C=1N2C(=NN1)CC[C@@H]2COC